O=S1(N=C[C@@H]2N(C3=C1C=CC=N3)CCC2)=O (R)-5,5-Dioxido-7a,8,9,10-tetrahydropyrido[2,3-f]pyrrolo[2,1-d][1,2,5]thiadiazepin